3-(Phenyl)-1-(4-methoxyphenyl)prop-2-en-1-one Isopropyl-N-[8-chloro-6-(1-methylpyrazol-4-yl)cinnolin-3-yl]carbamate C(C)(C)OC(NC=1N=NC2=C(C=C(C=C2C1)C=1C=NN(C1)C)Cl)=O.C1(=CC=CC=C1)C=CC(=O)C1=CC=C(C=C1)OC